2-Iodopropionic acid sodium salt [Na+].IC(C(=O)[O-])C